C(C)(C)(C)N(C(O)=O)[C@@H]1CN(C(CC1)=O)CCCCCCCCCCCCCCC.C(C1CO1)OCCC[Si](OC)(OC)OC (3-Glycidoxypropyl)trimethoxysilane tert-butyl-(S)-(6-oxo-1-pentadecylpiperidin-3-yl)carbamate